FC(S(=O)(=O)N)F.[Li] lithium bisfluoromethanesulfonamide